FC1=CC=C(C=C1)C(F)(F)F 4-fluoro-1-(trifluoromethyl)benzene